NC([C@H](C[C@H]1C(NCCC1)=O)NC(C(CC1(CC1)C)NC(=O)C=1NC2=CC=CC(=C2C1)OC)=O)=O N-(1-(((S)-1-amino-1-oxo-3-((S)-2-oxopiperidin-3-yl)propan-2-yl)amino)-3-(1-methylcyclopropyl)-1-oxopropan-2-yl)-4-methoxy-1H-indole-2-carboxamide